N-[(2R,3R)-1-[2-[3,5-Bis(trifluoromethyl)-2-pyridyl]acetyl]-2-[2-methyl-3-(trideuteriomethoxy)phenyl]pyrrolidin-3-yl]-6-methyl-pyridazine-3-carboxamide FC(C=1C(=NC=C(C1)C(F)(F)F)CC(=O)N1[C@@H]([C@@H](CC1)NC(=O)C=1N=NC(=CC1)C)C1=C(C(=CC=C1)OC([2H])([2H])[2H])C)(F)F